2-chloro-4-(2-fluoropyridin-3-yl)pyrimidine ClC1=NC=CC(=N1)C=1C(=NC=CC1)F